1-[1-[4-(5-methyl-3-pyridyl)triazol-1-yl]ethyl]-4-[(3R)-3-(cyclobutylmethyl-amino)-1-piperidyl]pyridin-2-one CC=1C=C(C=NC1)C=1N=NN(C1)C(C)N1C(C=C(C=C1)N1C[C@@H](CCC1)NCC1CCC1)=O